C(C1=CC=CC=C1)NC(C1=C(C=CC=C1)N1C[C@@H](CC1)OC1=NC=C(C=C1)C(F)(F)F)=O (R)-N-benzyl-2-(3-(5-(trifluoromethyl)pyridin-2-yloxy)pyrrolidin-1-yl)benzamide